cis-(3aR,6aS)-5-(4-bromophenyl)-2-ethyl-1,2,3,3a,4,6a-hexahydrocyclopenta[c]pyrrole BrC1=CC=C(C=C1)C=1C[C@@H]2[C@@H](CN(C2)CC)C1